tertbutyl-phosphine C(C)(C)(C)P